COC(C=CC=1C=NN(C1N)C)=O 3-(5-amino-1-methyl-1H-pyrazol-4-yl)acrylic acid methyl ester